N-(3-methyl-2-(4-methylpiperazin-1-yl)butyl)-2-(1H-pyrrol-1-yl)quinazolin-4-amine CC(C(CNC1=NC(=NC2=CC=CC=C12)N1C=CC=C1)N1CCN(CC1)C)C